2-Chloro-5-{[(3,3-dimethylbutanoyl)amino]methyl}-N-(1-[4-(trifluoromethoxy)phenyl]-1H-indazol-4-yl)benzamide ClC1=C(C(=O)NC2=C3C=NN(C3=CC=C2)C2=CC=C(C=C2)OC(F)(F)F)C=C(C=C1)CNC(CC(C)(C)C)=O